tert-Butyl 4-(((S)-1-(5-(((S)-1,1-dimethyl-2,3-dihydro-1H-inden-2-yl)amino)pyridin-2-yl)-2,2,2-trifluoroethyl)(methyl)carbamoyl)piperidine-1-carboxylate CC1([C@H](CC2=CC=CC=C12)NC=1C=CC(=NC1)[C@@H](C(F)(F)F)N(C(=O)C1CCN(CC1)C(=O)OC(C)(C)C)C)C